Cl.CN1N=C2C(C(=NC=C2)C2(CCC(CC2)N)N)=C1 1-(2-methyl-2H-pyrazolo[4,3-c]pyridin-4-yl)cyclohexane-1,4-diamine hydrochloride